5-chloro-4-[1-(4-isopropoxybenzoyl)-4-piperidinyl]-2-(4-pyridinyl)-1H-pyrimidin-6-one ClC1=C(N=C(NC1=O)C1=CC=NC=C1)C1CCN(CC1)C(C1=CC=C(C=C1)OC(C)C)=O